C12CCC(CC1)N2CC(=O)NC=2C=C(C(=NC2)C)NC(=O)C=2C=NN1C2C=NC(=C1)C1=CC(=C(C=C1)C(N)=O)F N-(5-(2-((1s,4s)-7-azabicyclo[2.2.1]heptan-7-yl)acetamido)-2-methylpyridin-3-yl)-6-(4-carbamoyl-3-fluorophenyl)pyrazolo[1,5-a]pyrazine-3-carboxamide